CC(O)C1=CC(=CC=C1)S(=O)(=O)C methyl-(3-(methylsulfonyl)phenyl)methanol